(2S)-2-[(3-amino-1-oxopropyl)amino]-3-(3-methyl-4-imidazolyl)propanoic acid NCCC(=O)N[C@H](C(=O)O)CC=1N(C=NC1)C